4-(hydroxymethyl)-5-methyl-6-(3-phenoxybenzyl)-2-propylpyridin-3-ol OCC1=C(C(=NC(=C1C)CC1=CC(=CC=C1)OC1=CC=CC=C1)CCC)O